2-{[1-{4-[(3-amino-propyl)-(3-dimethylamino-propyl)-carbamoyl]-2-isopropyl-phenyl}-5-(2,6-dimethoxy-phenyl)-1H-pyrazole-3-carbonyl]-amino}-adamantane-2-carboxylic acid NCCCN(C(=O)C1=CC(=C(C=C1)N1N=C(C=C1C1=C(C=CC=C1OC)OC)C(=O)NC1(C2CC3CC(CC1C3)C2)C(=O)O)C(C)C)CCCN(C)C